C(C=C)(=O)N1C[C@@H](CCC1)C1=NC(=C2N1C=CN=C2N)C(=O)NC2=C(C(=C(C=C2)CC(=O)N(C)C)C)C (R)-3-(1-acryloylpiperidin-3-yl)-8-amino-N-(4-(2-(dimethylamino)-2-oxoethyl)-2,3-dimethylphenyl)imidazo[1,5-a]pyrazine-1-carboxamide